FC1(C(CNCC1)C=1C=C(C(NC1)=O)CO)F 5-(4,4-difluoropiperidin-3-yl)-3-(hydroxymethyl)pyridin-2(1H)-one